(E)-6-(2,2'-dioxo-[3,3'-biindolinylidene]-1-yl)hexanoic acid O=C/1N(C2=CC=CC=C2\C1=C\1/C(NC2=CC=CC=C12)=O)CCCCCC(=O)O